COC(=O)C(C(C)C)C1=CC(=NO1)N1C[C@H](N(CC1)C(=O)OC(C)(C)C)C tert-butyl (2R)-4-[5-(1-methoxycarbonyl-2-methyl-propyl)isoxazol-3-yl]-2-methyl-piperazine-1-carboxylate